[N+](=O)([O-])C=1C=CC2=C(OC[C@@H]3OCCN2C3)C1C#N (3R)-10-nitro-2,3,5,6-tetrahydro-3,7-methanobenzo[e][1,4,7]dioxazonine-11-carbonitrile